[N+](=O)([O-])C=1C(=NC=CC1)OCC1CCN(CC1)C(=O)OC(C)(C)C tert-butyl 4-{[(3-nitropyridin-2-yl)oxy]methyl}piperidine-1-carboxylate